NCC=1C=NC(=NC1)C1=C(C=C(C#N)C=C1)OC1=CN=NC(=C1)N(C)C 4-[5-(aminomethyl)pyrimidin-2-yl]-3-[6-(dimethylamino)pyridazin-4-yl]oxybenzonitrile